BrC1=C(C=C(C(=C1F)F)OC([2H])([2H])[2H])CC(CC(=O)OC(C)(C)C)=O tert-Butyl 4-(2-bromo-3,4-difluoro-5-(methoxy-d3)phenyl)-3-oxobutanoate